C(CCCCCCCCC)OCC1COC=2C(O1)=CSC2 2-[(decyloxy)methyl]-2,3-dihydrothieno[3,4-b]-1,4-dioxin